C1CC12NCCN(C2)C(=O)C2=CC=C(C=C2)[C@@H]2CC1(CC(C1)C#N)CCN2CC2=C1C=CNC1=C(C=C2OC)C (2R,4s,6S)-6-(4-(4,7-diazaspiro[2.5]octane-7-carbonyl)phenyl)-7-((5-methoxy-7-methyl-1H-indol-4-yl)methyl)-7-azaspiro[3.5]nonane-2-carbonitrile